(Hydroxymethyl)methyl-2-aminoethanesulfonic acid C(CO)C(CN)S(=O)(=O)O